N-(2-(3-((4-ethylpiperazin-1-yl)methyl)-5-(trifluoromethyl)phenyl)-1H-benz[d]imidazol-5-yl)-5-methylisoxazole-4-carboxamide C(C)N1CCN(CC1)CC=1C=C(C=C(C1)C(F)(F)F)C1=NC2=C(N1)C=CC(=C2)NC(=O)C=2C=NOC2C